B#[Mn] Manganese boride